C(C=C)(=O)N[C@@H](CSSC[C@@H](C(=O)O)NC(C=C)=O)C(=O)O N,N'-bis(acryloyl)-cystine